C(C1=CC=CC=C1)OC1=CC(=CC2=C1C=C(O2)C=2N=C1SC(=CN1C2)C)OC 6-(4-(benzyloxy)-6-methoxybenzofuran-2-yl)-2-methylimidazo[2,1-b]thiazole